1-(2,4-dimethylphenyl)-N-ethyl-7-(3-hydroxy-4-methoxyphenethoxy)-6-methoxy-3,4-dihydroisoquinoline CC1=C(C=CC(=C1)C)C1N(CCC2=CC(=C(C=C12)OCCC1=CC(=C(C=C1)OC)O)OC)CC